BrC1=CC(=C(O[C@H](C(=O)O)C)C=C1F)C1=NOC=C1 (2S)-2-[4-bromo-5-fluoro-2-(1,2-oxazol-3-yl)phenoxy]propanoic acid